NC(C(NC(C(NC(CCCCNC(CCCCCCC(NCCCCC(NC(NC(CCC(=O)O)C(=O)O)=O)C(=O)O)=O)=O)C(=O)O)=O)CC1=CC=CC=C1)=O)CC1=CC(=C(C=C1)O)I 32-amino-29-benzyl-33-(4-hydroxy-3-iodophenyl)-5,13,20,28,31-pentaoxo-4,6,12,21,27,30-hexaazatritriacontane-1,3,7,26-tetracarboxylic acid